2-amino-6-(2-methoxy-6-methylnaphthalen-1-yl)pyrazolo[1,5-a]pyrimidine-3-carbonitrile NC1=NN2C(N=CC(=C2)C2=C(C=CC3=CC(=CC=C23)C)OC)=C1C#N